NC[C@]1([C@H]([C@@H](N[C@H]1CC(C)(C)C)C(=O)NC1=CC=C(C(=O)O)C=C1)C1=C(C=CC=C1)Cl)C1=C(C=CC(=C1)Cl)F 4-((2R,3S,4S,5S)-4-(aminomethyl)-4-(5-chloro-2-fluorophenyl)-3-(2-chlorophenyl)-5-Neopentylpyrrolidine-2-carboxamido)benzoic acid